C(C)C1=C(C=C(C=C1C)C)C ethyl-1,3,5-trimethylbenzene